4-(tetrahydro-2H-pyran-4-yl)phenol O1CCC(CC1)C1=CC=C(C=C1)O